(1s,3s)-N1-(4-(2-methyl-2H-indazol-5-yl)pyrimidin-2-yl)cyclopentane-1,3-diamine HCl salt Cl.CN1N=C2C=CC(=CC2=C1)C1=NC(=NC=C1)N[C@@H]1C[C@H](CC1)N